C(#N)C1=CC=2N(N=C1)C(=CC2)C(=O)NC2=CC1=CN(N=C1C=C2C(C)(C)O)C2CCC(CC2)N2[C@H](CN(CC2)C(=O)OC(C)(C)C)COC tert-butyl (R)-4-((1r,4R)-4-(5-(3-cyanopyrrolo[1,2-b]pyridazine-7-carboxamido)-6-(2-hydroxypropan-2-yl)-2H-indazol-2-yl)cyclohexyl)-3-(methoxymethyl)piperazine-1-carboxylate